1-ethyl-3-methylimidazolium methylsulfate COS(=O)(=O)[O-].C(C)N1C=[N+](C=C1)C